FC1([C@@H]([C@@H](N(C1)C(C(C)C)=O)CC1=CC(=CC=C1)C1=NC=CC(=C1)C)NS(=O)(=O)CC)F N-[(2S,3R)-4,4-difluoro-1-(2-methylpropanoyl)-2-{[3-(4-methylpyridin-2-yl)phenyl]methyl}pyrrolidin-3-yl]-ethanesulfonamide